OCCCC(=O)NC1=NC=CC(=C1)C1=C(C2=NC=CC=C2N1)C1=NC=CC=C1 4-hydroxy-N-(4-(3-(pyridin-2-yl)-1H-pyrrolo[3,2-b]pyridin-2-yl)pyridin-2-yl)-butanamide